2-methyl-2-[(6-methylpyridin-3-yl)amino]propionitrile CC(C#N)(C)NC=1C=NC(=CC1)C